7-(2-amino-3,5-dichloro-6-fluorophenyl)-2-(((S)-1-methylpyrrolidin-2-yl)methoxy)-6-(trifluoromethyl)-8H-pyrido[2,1-f][1,2,4]triazin-8-one NC1=C(C(=C(C=C1Cl)Cl)F)C1=C(C=C2C=NC(=NN2C1=O)OC[C@H]1N(CCC1)C)C(F)(F)F